1H-PYRROLO[2,3-B]PYRIDINE-3-CARBOXALDEHYDE N1C=C(C=2C1=NC=CC2)C=O